C(CC)(=O)OC(C1=CC=CC=C1)C ALPHA-METHYLBENZYL PROPIONATE